C(C)(C)(C)OC(=O)N1CCN(CC1)C=1C=NC(=CC1)NC=1N=CC2=C(N1)N(C(C(=C2)CCOCC)=O)C2CCCC2 4-{6-[8-Cyclopentyl-6-(2-ethoxy-ethyl)-7-oxo-7,8-dihydro-pyrido[2,3-d]pyrimidin-2-ylamino]-pyridin-3-yl}-piperazine-1-carboxylic acid tert-butyl ester